O[C@H]1C[C@H](C1)C(=O)NC=1C=C2C(=CC(=NC2=CC1)C1=CN=CS1)OCCOC cis-3-hydroxy-N-(4-(2-methoxyethoxy)-2-(thiazol-5-yl)quinolin-6-yl)cyclobutane-1-carboxamide